(S)-N-(5-(4-chloro-1-oxo-3-(1-((5-oxo-5,8-dihydropyrido[2,3-d]pyrimidin-4-yl)amino)ethyl)-2-phenyl-1,2-dihydroisoquinolin-8-yl)-2-methoxypyridin-3-yl)methanesulfonamide ClC1=C(N(C(C2=C(C=CC=C12)C=1C=C(C(=NC1)OC)NS(=O)(=O)C)=O)C1=CC=CC=C1)[C@H](C)NC=1C2=C(N=CN1)NC=CC2=O